2-(2-Methoxyphenyl)-1,3-dimethyl-1H-benzimidazol-3-ium Iodide [I-].COC1=C(C=CC=C1)C1=[N+](C2=C(N1C)C=CC=C2)C